C1(CC1)C1=NC=CC(=C1)CN1C(C=C(C=C1)C=1OC(=NN1)C(F)F)=O 1-[(2-cyclopropyl-4-pyridyl)methyl]-4-[5-(difluoromethyl)-1,3,4-oxadiazol-2-yl]pyridin-2-one